COC1=CC=C(C=C1)C(OC[C@H]1C([C@H](C[C@@H]1O)N1C(N=C(C(=C1)C)NC(C1=CC=CC=C1)=O)=O)=C)(C1=CC=CC=C1)C1=CC=C(C=C1)OC N-(1-((1S,3R,4S)-3-((bis(4-methoxyphenyl)(phenyl)methoxy)methyl)-4-hydroxy-2-methylenecyclopentyl)-5-methyl-2-oxo-1,2-dihydropyrimidin-4-yl)benzamide